1,2-dimethylamino-1,2-propanediol CNC(C(C)(O)NC)O